CON(C(C(C)N(C(OC(C)(C)C)=O)C)=O)C tert-butyl (1-(methoxy(methyl)amino)-1-oxopropan-2-yl)(methyl)carbamate